2-(7-((2S,5R)-4-(1-(2,2-dimethylbenzo[d][1,3]dioxol-5-yl)ethyl)-2,5-dimethylpiperazin-1-yl)-4-methyl-5-oxo-4,5-dihydro-2H-pyrazolo[4,3-b]pyridin-2-yl)acetonitrile CC1(OC2=C(O1)C=CC(=C2)C(C)N2C[C@@H](N(C[C@H]2C)C=2C=1C(N(C(C2)=O)C)=CN(N1)CC#N)C)C